(1-(7-(8-ethylnaphthalen-1-yl)-2-((tetrahydro-1H-pyrrolizin-7a(5H)-yl)methoxy)-5,6,7,8-tetrahydropyrido[3,4-d]pyrimidin-4-yl)-5-methylpiperidin-3-yl)methanol C(C)C=1C=CC=C2C=CC=C(C12)N1CC=2N=C(N=C(C2CC1)N1CC(CC(C1)C)CO)OCC12CCCN2CCC1